NC(C(=O)[O-])(C(C)O)N diamino-β-hydroxybutyrate